4,6-dichloropyrimidin ClC1=NC=NC(=C1)Cl